BrC=1C=C(C(=NC1)C=1OC2=C(N1)C=C(C=C2)S(=O)(=O)C(F)(F)F)SCC 2-[5-bromo-3-(ethylsulfanyl)pyridin-2-yl]-5-trifluoromethanesulfonyl-1,3-benzoxazole